NC(C(=O)N[C@@H](C(=O)N1CCC2(CC1)CN(C1=CC=CC=C12)S(=O)(=O)C)COCC1=CC=CC=C1)(C)C (R)-2-amino-N-(3-(benzyloxy)-1-(1-(methylsulfonyl)spiro[indoline-3,4'-piperidine]-1'-yl)-1-oxopropan-2-yl)-2-methylpropanamide